C(C)(C)(CC)OOC(CCCCCCC)=O tert-amylperoxy-n-octanoate